ClC1=C(C(=C(CNC(C(C)C)=O)C=C1)F)C=1NC(C=C(N1)C=1C=NC=C(C1)C(F)(F)F)=O N-(4-chloro-2-fluoro-3-{6-oxo-4-[5-(trifluoromethyl)pyridin-3-yl]-1,6-dihydropyrimidin-2-yl}benzyl)isobutyramide